CC(C1=CC=C(C=C1)C(C)CCCCCC)O α-methyl-4-sec-octyl-benzyl alcohol